FC1=C(C(=CC=C1C#CC1=CC(=CC=C1)C(F)(F)F)O)N1CC(NS1(=O)=O)=O 5-(2-fluoro-6-hydroxy-3-((3-(trifluoromethyl)phenyl)ethynyl)phenyl)-1,2,5-thiadiazolidin-3-one 1,1-dioxide